(R)-3-(3-chloro-4-fluorophenyl)-1-(1-(6-chloro-4-oxo-3,4-dihydrophthalazin-1-yl)ethyl)-1-methylurea ClC=1C=C(C=CC1F)NC(N(C)[C@H](C)C1=NNC(C2=CC(=CC=C12)Cl)=O)=O